C(CCCCCC=C)C1N(C1)S(=O)(=O)CC1=CC=CC=C1 2-(oct-7-en-1-yl)-1-toluenesulfonyl-aziridine